C1(CC1)C(C1=CC(=NC=C1)NC(C(C1CCC(CC1)(F)F)NC(=O)C1=CC=NN1C(C)C)=O)NC(CCC(F)(F)F)=O N-(2-((4-(Cyclopropyl(4,4,4-trifluorobutanamido)methyl)pyridin-2-yl)amino)-1-(4,4-difluorocyclohexyl)-2-oxoethyl)-1-isopropyl-1H-pyrazole-5-carboxamide